2-(4-Fluoro-4-piperidyl)-7-(8-methoxy-2-methylimidazo[1,2-b]pyridazin-6-yl)thiazolo[3,2-a]pyrimidin-5-on FC1(CCNCC1)C1=CN2C(=NC(=CC2=O)C=2C=C(C=3N(N2)C=C(N3)C)OC)S1